COC(C)C=1C=C2C(=CC=NC2=CC1)C(=O)[O-] 6-(1-methoxyethyl)quinoline-4-carboxylate